3-(((1-Isopropylazetidin-3-yl)carbamoyl)oxy)-2-(oleoyloxy)propyl (9Z,12Z)-octadeca-9,12-dienoate C(CCCCCCC\C=C/C\C=C/CCCCC)(=O)OCC(COC(NC1CN(C1)C(C)C)=O)OC(CCCCCCC\C=C/CCCCCCCC)=O